2-Methoxy-9-(3,4,5-trimethyloxyphenyl)-1H-phenalen-1-one COC=1C(C=2C(=CC=C3C=CC=C(C1)C23)C2=CC(=C(C(=C2)OC)OC)OC)=O